CC1=NOC(=C1C=1C=C(OC2=C(C=C(C=C2C)NC(=O)C2COCC2)C)C=C(C1)F)C N-(4-(3-(3,5-dimethylisoxazol-4-yl)-5-fluorophenoxy)-3,5-dimethylphenyl)tetrahydrofuran-3-carboxamide